FC(C1=CC=C(C=C1)CC=1C=2N(C=CC1)N=CC2C(=O)NC2CCC(CC2)C(=O)O)(F)F (1r,4r)-4-[[4-[[4-(trifluoromethyl)phenyl]methyl]pyrazolo[1,5-a]pyridine-3-carbonyl]amino]cyclohexanecarboxylic acid